C1(CCC1)OC1=CC=2N(C=C1C(=O)NC1=NN(C=C1)C(F)F)C=C(N2)C21COC(C2)(C1)C 7-Cyclobutoxy-N-(1-(difluoromethyl)-1H-pyrazol-3-yl)-2-(1-methyl-2-oxabicyclo[2.1.1]hexan-4-yl)imidazo[1,2-a]pyridine-6-carboxamide